N(=[N+]=[N-])[C@@H]1[C@H](O)O[C@H]([C@H]([C@H]1OCC1=CC=CC=C1)O)CO 2-azido-3-O-benzyl-2-deoxy-alpha-L-galactopyranose